[Si](C1=CC=CC=C1)(C1=CC=CC=C1)(C(C)(C)C)OC[C@H]1O[C@H](CN(C1)C(C1=CC=CC=C1)(C1=CC=CC=C1)C1=CC=CC=C1)N1C=2N=C(NC(C2N=C1)=O)NC(C(C)C)=O N-(9-((2R,6S)-6-(((tert-butyldiphenylsilyl)oxy)methyl)-4-tritylmorpholin-2-yl)-6-oxo-6,9-dihydro-1H-purin-2-yl)isobutyramide